4-cyclopropyl-7-[(5-piperazin-1-yl-2-pyridyl)amino]-2,3-dihydropyrrolo[3,4-c]pyridin-1-one C1(CC1)C1=NC=C(C2=C1CNC2=O)NC2=NC=C(C=C2)N2CCNCC2